dipalmitoyl-glycero-3-phosphoethanolamine C(CCCCCCCCCCCCCCC)(=O)N(CCOP(OCC(CO)O)(=O)O)C(CCCCCCCCCCCCCCC)=O